SCC(CS)SCCS 2-mercaptomethyl-1,5-dimercapto-3-thiapentane